NC1=NC=NN2C1=C(C=C2C=2C=C(C(=NC2)OC)C(=O)NC2CN(CC2F)CC=2SC(=NN2)C2CC2)C(F)(F)F 5-[4-amino-5-(trifluoromethyl)pyrrolo[2,1-f][1,2,4]triazin-7-yl]-N-{1-[(5-cyclopropyl-1,3,4-thiadiazol-2-yl)methyl]-4-fluoropyrrolidin-3-yl}-2-methoxypyridine-3-carboxamide